(E)-3-(3-phenoxyphenyl)prop-2-en-1-ol O(C1=CC=CC=C1)C=1C=C(C=CC1)/C=C/CO